6-bromo-3-fluoro-2-(4-(methylsulfonyl)phenyl)pyridine BrC1=CC=C(C(=N1)C1=CC=C(C=C1)S(=O)(=O)C)F